tert-butyl 4-(5-fluoro-6-methylpyrimidin-4-yl)piperazine-1-carboxylate FC=1C(=NC=NC1C)N1CCN(CC1)C(=O)OC(C)(C)C